4-((4-(chloromethyl)phenyl)amino)-6-(2,6-difluorophenyl)pyridazine-3-carboxylate ClCC1=CC=C(C=C1)NC1=C(N=NC(=C1)C1=C(C=CC=C1F)F)C(=O)[O-]